ClC1=CC=C2C(=C(C(=NC2=C1)C(=O)NCC(=O)O)O)I [(7-Chloro-3-hydroxy-4-iodo-quinoline-2-carbonyl)-amino]acetic acid